C(C)N1C[C@@H](C[C@H](C1)O)NC=1OC=2C(=NC(=CC2)C2=C(C#N)C=C(C=C2O)C)N1 2-[[(3R,5R)-1-Ethyl-5-hydroxy-3-piperidyl]amino]oxazolo[4,5-b]pyridin-5-yl-3-hydroxy-5-methyl-benzonitrile